1-(4-(4-acryloyl-3-(cyanomethyl)piperazin-1-yl)-7-(3,4-dihydroquinolin-1(2H)-yl)-5,6,7,8-tetrahydroquinazolin-2-yl)-N,N-dimethylpyrrolidine-2-carboxamide C(C=C)(=O)N1C(CN(CC1)C1=NC(=NC=2CC(CCC12)N1CCCC2=CC=CC=C12)N1C(CCC1)C(=O)N(C)C)CC#N